NC1=C(C(=NN1C(C)C)C1=CC(=C(C=C1)CC(=O)NC1=NOC(=C1)C1(CCCC1)C)CO)C(=O)N 5-Amino-3-[3-(hydroxymethyl)-4-[2-[[5-(1-methylcyclopentyl)isoxazol-3-yl]amino]-2-oxo-ethyl]phenyl]-1-isopropyl-pyrazole-4-carboxamide